CC1=CC=C(C=C1)S(=O)(=O)O.C(C1=CC=CC=C1)N[C@@H](CCC(N)=O)C(=O)O benzyl-glutamine p-toluenesulfonate